(2,4,6-trimethylphenyl)iodonium p-toluenesulfonate CC1=CC=C(C=C1)S(=O)(=O)[O-].CC1=C(C(=CC(=C1)C)C)[IH+]